CC1=C(C=CC=C1C)C=1CCCC2=C(C1C1=CC=C(C=C1)CC1CN(C1)CCCF)C=CC=C2 8-(2,3-Dimethylphenyl)-9-(4-((1-(3-fluoropropyl)azetidin-3-yl)methyl)phenyl)-6,7-dihydro-5H-benzo[7]annulen